tert-butyl 5-(1-(((R)-1-(3-cyano-2-methylphenyl) ethyl) amino)-4-methylpyrido[3,4-d]pyridazin-7-yl)-2,5-diazabicyclo[2.2.1]heptane-2-carboxylate C(#N)C=1C(=C(C=CC1)[C@@H](C)NC1=C2C(=C(N=N1)C)C=NC(=C2)N2C1CN(C(C2)C1)C(=O)OC(C)(C)C)C